N-((1r,3r)-3-(3-chloro-4-cyanophenoxy)-2,2,4,4-tetramethylcyclobutyl)-6-(4-(3-(2,4-dioxotetrahydropyrimidin-1(2H)-yl)benzyl)piperazin-1-yl)nicotinamide ClC=1C=C(OC2C(C(C2(C)C)NC(C2=CN=C(C=C2)N2CCN(CC2)CC2=CC(=CC=C2)N2C(NC(CC2)=O)=O)=O)(C)C)C=CC1C#N